OC1(CC(C1)NC(CN1N=C(C2=C(C=C3C=CC=CN23)C1=O)C(C)C)=O)C N-((1s,3s)-3-hydroxy-3-methylcyclobutyl)-2-(4-isopropyl-1-oxopyridazino[4,5-b]indolizin-2(1H)-yl)acetamide